4-(5-bromopyrimidin-2-yl)-12-[2-(methoxymethoxy)phenyl]-3-methyl-4,8,10,11-tetraazatricyclo[7.4.0.02,7]Tridec-1(9),2(7),10,12-tetraene BrC=1C=NC(=NC1)N1C(C=2C=3C=C(N=NC3NC2CC1)C1=C(C=CC=C1)OCOC)C